C(C1=CC=CC=C1)NC=1SC2=C(N1)C=CC(=C2)C2=CC(=NC=C2)C N-benzyl-6-(2-methylpyridin-4-yl)benzo[d]thiazol-2-amine